4-((2-Ethyl-3,5-dioxo-1,2,4-thiadiazolidin-4-yl)methyl)benzoic acid C(C)N1SC(N(C1=O)CC1=CC=C(C(=O)O)C=C1)=O